Tert-butyl N-(2-{3-[(3aR,4R,6R,6aS)-6-(4-{[(4-methoxyphenyl)methyl]amino}pyrrolo[2,3-d]pyrimidin-7-yl)-2,2-dimethyl-tetrahydro-3aH-cyclopenta[d][1,3]dioxol-4-yl]phenyl}ethyl)carbamate COC1=CC=C(C=C1)CNC=1C2=C(N=CN1)N(C=C2)[C@@H]2C[C@@H]([C@@H]1[C@H]2OC(O1)(C)C)C=1C=C(C=CC1)CCNC(OC(C)(C)C)=O